OCCNC(=O)C1CN(CCC1)C1=NC(=NC=C1)C1=CN=C2N1C=C(N=C2)C(F)(F)F N-(2-hydroxyethyl)-1-(2-(6-(trifluoromethyl)imidazo[1,2-a]pyrazin-3-yl)pyrimidin-4-yl)piperidine-3-carboxamide